OCCN(CCCCCC(=O)OCCCCCCCCCC)CCCNCCCCCC(=O)OCC(CCCCCCCC)CCCCCCCC decyl 6-((2-hydroxyethyl)(3-((6-((2-octyldecyl)oxy)-6-oxohexyl)amino)propyl)amino)hexanoate